3-(3-fluoro-4-methoxyphenyl)-5-(4-(4-methylpiperazin-1-yl)phenyl)-1H-pyrazolo[3,4-b]pyridine FC=1C=C(C=CC1OC)C1=NNC2=NC=C(C=C21)C2=CC=C(C=C2)N2CCN(CC2)C